ClC=1OC=2C(=NC(=CC2OC)Cl)N1 2,5-Dichloro-7-methoxyoxazolo[4,5-b]pyridine